BrC1=NC=CC(=C1)N1CCCCC1 2-bromo-4-(piperidin-1-yl)pyridine